N1C[C@H](CCC1)NC1=NC=C(C(=N1)NC1=NC2=CC=CC=C2C=C1)C(F)(F)F (S)-N2-(piperidin-3-yl)-N4-(quinolin-2-yl)-5-(trifluoromethyl)pyrimidine-2,4-diamine